Diethylene Furandicarboxylate O1C(=C(C=C1)C(=O)O)C(=O)O.C=C.C=C